3,4,5-trichlorophenyl 2,4,6-tri-O-acetyl-3-deoxy-3-[4-(2-thiazolyl)-1H-1,2,3-triazol-1-yl]-1-thio-alpha-D-galactopyranoside C(C)(=O)O[C@H]1[C@@H](SC2=CC(=C(C(=C2)Cl)Cl)Cl)O[C@@H]([C@@H]([C@@H]1N1N=NC(=C1)C=1SC=CN1)OC(C)=O)COC(C)=O